C(C1=CC=CC=C1)N1N=CN=C1N1CCN(CC1)C=1C=NN2C1C=CC(=C2)C=2C=NN(C2)C 3-(4-(1-Benzyl-1H-1,2,4-triazol-5-yl)piperazin-1-yl)-6-(1-methyl-1H-pyrazol-4-yl)pyrazolo[1,5-a]pyridine